C(C1=CC=CC=C1)OC(=O)[C@H]1N(C(CC1)=O)C(CNC(C1=CC=C(C=C1)OC1=CC=CC=C1)=O)=O (S)-5-oxo-1-((4-phenoxybenzoyl)glycyl)pyrrolidine-2-carboxylic acid benzyl ester